N1=C(C=CC=C1)C1=CC=C2C(=CC=NC2=C1)S 7-(pyridin-2-yl)quinoline-4-thiol